nitrous oxide tetrafluoroborate F[B-](F)(F)F.N#[N+][O-]